8-chloro-1-methyl-4-[[(1S)-1-[2-(1-methyl-6-oxo-pyridazin-3-yl)-1,2,4-triazol-3-yl]ethyl]amino]-6-(trifluoromethyl)-quinazolin-2-one ClC=1C=C(C=C2C(=NC(N(C12)C)=O)N[C@@H](C)C=1N(N=CN1)C1=NN(C(C=C1)=O)C)C(F)(F)F